2-((S)-4-(7-((1H-indazol-4-yl)methyl)-2-(((S)-1-methylpyrrolidin-2-yl)methoxy)imidazo[2,1-f][1,2,4]triazin-4-yl)-1-acryloylpiperazin-2-yl)acetonitrile N1N=CC2=C(C=CC=C12)CC1=CN=C2C(=NC(=NN21)OC[C@H]2N(CCC2)C)N2C[C@@H](N(CC2)C(C=C)=O)CC#N